C1(=CC=C(C=C1)OC(C(O)C(C)(C)C)N1N=CN=C1)C1=CC=CC=C1 β-([1,1'-biphenyl]-4-yloxy)-α-(1,1-dimethylethyl)-1H-1,2,4-triazole-1-ethanol